BrC=1C(=NN(C1)C(F)F)C 4-bromo-1-(difluoro-methyl)-3-methyl-1H-pyrazole